methyl-decyl-silane cis-3-(3-(2-(3-(dimethylphosphoryl)phenyl)acetamido)-1H-pyrazol-5-yl)cyclopentyl(1-methylcyclopropyl)aminoformate CP(=O)(C)C=1C=C(C=CC1)CC(=O)NC1=NNC(=C1)[C@H]1C[C@H](CC1)N(C1(CC1)C)C(=O)O.C[SiH2]CCCCCCCCCC